6-(1,3-thiazol-2-yl)-2-[(1,3-thiazol-2-yl)methyl]-2H-pyrazolo[3,4-d]pyrimidin-4-amine S1C(=NC=C1)C=1N=C(C=2C(N1)=NN(C2)CC=2SC=CN2)N